C(C)OC(C(F)(F)F)(C(F)(F)F)[C@]1(CN(CC1)CC=1C=NC=CC1)CCC=1SC=CC1 |o1:12| (R or S)-3-((3-(2-ethoxy-1,1,1,3,3,3-hexafluoropropan-2-yl)-3-(2-(thiophen-2-yl)ethyl)pyrrolidin-1-yl)methyl)pyridine